5-(2-cyano-5-quinolinecarbonyl)amino-3-(1-methyl-piperidin-4-yl)pyrrolo[3,2-b]pyridine C(#N)C1=NC=2C=CC=C(C2C=C1)C(=O)NC1=CC=C2C(=N1)C(=CN2)C2CCN(CC2)C